(2R)-N-((S)-(4-chlorophenyl)(1-(2,2,2-trifluoroethyl)piperidin-4-yl)methyl)-2-methyl-3-oxopiperazine-1-carboxamide ClC1=CC=C(C=C1)[C@@H](NC(=O)N1[C@@H](C(NCC1)=O)C)C1CCN(CC1)CC(F)(F)F